2,4-dichloro-6,8-dimethoxyquinazoline ClC1=NC2=C(C=C(C=C2C(=N1)Cl)OC)OC